Cl.NCCSOSCCN 2-aminoethylthiooxide hydrochloride